2-(2-aminoethoxy)-N-[(1s,9s)-9-ethyl-5-fluoro-9-hydroxy-4-methyl-10,13-dioxo-2,3,9,10,13,15-hexahydro-1h,12h-benzo[de]pyrano[3',4':6,7]Indolizino[1,2-b]quinolin-1-yl]acetamide NCCOCC(=O)N[C@H]1CCC=2C=3C1=C1C(=NC3C=C(C2C)F)C2=CC3=C(C(N2C1)=O)COC([C@]3(O)CC)=O